tert-butyl-14-cyano-9,17-dioxo-2,10-diazatetracyclo[8.7.0.03,8.011,16]heptadeca-1,3,5,7,11(16),12,14-heptaen C(C)(C)(C)C1=C2N=C3C(C=4C=C(C=CC4N3C(C2=CC=C1)=O)C#N)=O